C(C)(C)(C)OC(C[N+]1(CCNCC1)CCCNC(=O)OC(C)(C)C)=O 2-[1-[3-(tert-butoxycarbonylamino)propyl]piperazin-1-ium-1-yl]acetic acid tert-butyl ester